3-amino-1-(2,4-dichlorophenyl)-2-oxo-1,2-dihydrothieno[2,3-b]pyrazine-6-carboxylic acid NC=1C(N(C2=C(N1)SC(=C2)C(=O)O)C2=C(C=C(C=C2)Cl)Cl)=O